C=C(C(C(SCCC(=O)[O-])=C)=C)CCCCCCCCC=C tetrakismethylene-3-(laurylthio)propionate